1,3,5,7-tetraethyl-2,4,6,8-tetramethyl-cyclotetrasilazane C(C)N1[SiH](N([SiH](N([SiH](N([SiH]1C)CC)C)CC)C)CC)C